methyl 3-[p-(4,4,5,5-tetramethyl-1,3,2-dioxaborolan-2-yl)phenoxy]propionate CC1(OB(OC1(C)C)C1=CC=C(OCCC(=O)OC)C=C1)C